N,N'-Dipropyl-1,6-hexanediamine C(CC)NCCCCCCNCCC